C1(=CC=CC=C1)C12CCC(CC1)(CC2)CN(C(=O)C2CCCCC2)C=2C=C(C=CC2)/C=C/C(=O)OC Methyl (E)-3-(3-(N-((4-phenylbicyclo[2.2.2]octan-1-yl)methyl)cyclohexanecarboxamido)phenyl)acrylate